BrC1=C(C=CC=C1)C1N(CC(CC1)C)C(C(=O)NC=1C=C(C=NC1)C(=O)N)=O 5-[[2-[2-(2-Bromophenyl)-5-methyl-1-piperidyl]-2-oxo-acetyl]amino]pyridine-3-carboxamide